COC(=O)C1(CC(C1)C1CN(C1)C=1C=C(C2=C(N(N=N2)CC2=C(C=C(C=C2)Cl)Cl)C1)C)C (R)-3-(1-(1-(2,4-dichlorobenzyl)-4-methyl-1H-benzo[d][1,2,3]triazol-6-yl)azetidin-3-yl)-1-methylcyclobutane-1-carboxylic acid methyl ester